FC(S(=O)(=O)C=1C=C(C=CC1)C[C@@H]1CC2(CNC2)CC1)(F)F (6R)-6-[[3-(trifluoro-methylsulfonyl)phenyl]methyl]-2-aza-spiro[3.4]octane